BrC1=C(C(OC(=C1)C(=O)NC=1SC(=NN1)N1N=CC=C1C)=O)OCCOC 4-bromo-3-(2-methoxyethoxy)-N-(5-(5-methyl-1H-pyrazol-1-yl)-1,3,4-thiadiazol-2-yl)-2-oxo-2H-pyran-6-carboxamide